C(CC)N1N=C(C=CC1=O)C=1C=NC(=NC1)OCC(F)(F)F 2-propyl-6-[2-(2,2,2-trifluoroethoxy)pyrimidin-5-yl]pyridazin-3-one